((2S,4R)-2-(((tert-butyldimethylsilyl)oxy)methyl)-4-hydroxypiperidin-1-yl)(5-methoxy-2-nitro-4-((triisopropylsilyl)oxy)phenyl)methanone [Si](C)(C)(C(C)(C)C)OC[C@H]1N(CC[C@H](C1)O)C(=O)C1=C(C=C(C(=C1)OC)O[Si](C(C)C)(C(C)C)C(C)C)[N+](=O)[O-]